COC(=O)C1(CCOCC1)C1=NC(=C(C=C1)N)NCC1=CC=CC=C1 4-[5-amino-6-(benzylamino)pyridin-2-yl]tetrahydropyran-4-carboxylic acid methyl ester